6-chloro-3-(3-fluorobenzyl)-2-methylquinazolin-4(3H)-one ClC=1C=C2C(N(C(=NC2=CC1)C)CC1=CC(=CC=C1)F)=O